8-chloro-2-[1-[(3,3-difluorocyclobutyl)methyl]-3-methyl-pyrazol-4-yl]-7-[(2-methyl-3H-benzimidazol-5-yl)oxy]quinoxaline ClC=1C(=CC=C2N=CC(=NC12)C=1C(=NN(C1)CC1CC(C1)(F)F)C)OC1=CC2=C(N=C(N2)C)C=C1